FC(C1=CC=C(CC=2C=NN3C2NCC(C3)CNC(C=C)=O)C=C1)(F)F N-((3-(4-(trifluoromethyl)benzyl)-4,5,6,7-tetrahydropyrazolo[1,5-a]pyrimidin-6-yl)methyl)acrylamide